ClC1=CC(=C(COC2=CC=CC(=N2)C=2C=CC(=C3C=CN(C23)C)CC2=NC3=C(N2C[C@H]2OCC2)C=C(C=C3)C(=O)O)C=C1)F (S)-2-((7-(6-((4-chloro-2-fluorobenzyl)oxy)pyridin-2-yl)-1-methyl-1H-indol-4-yl)methyl)-1-(oxetan-2-ylmethyl)-1H-benzo[d]imidazole-6-carboxylic acid